C(C)(=O)C=1C=C(C=CC1)NC(=O)C1C(=NN(C1=O)C1=CC=CC=C1)C N-(3-acetylphenyl)-3-methyl-5-oxo-1-phenyl-4,5-dihydro-1H-pyrazole-4-carboxamide